(2-Allyloxy-2-oxo-ethyl) 1-[2-bromo-4-fluoro-5-[3-methyl-2,6-dioxo-4-(trifluoromethyl)pyrimidin-1-yl]phenoxy]cyclobutanecarboxylate BrC1=C(OC2(CCC2)C(=O)OCC(=O)OCC=C)C=C(C(=C1)F)N1C(N(C(=CC1=O)C(F)(F)F)C)=O